CC=1C=C2C(=NC(=NC2=CC1)C(C(C(C(F)(F)F)(F)F)(F)F)(F)F)SC1=CC=CC=C1 6-methyl-2-(perfluorobutyl)-4-(phenylthio)quinazoline